4-amino-5-bromo-1-((4s,5r)-5-ethyl-4-hydroxy-5-(hydroxymethyl)tetrahydrofuran-2-yl)pyrimidin-2(1H)-one NC1=NC(N(C=C1Br)C1O[C@@]([C@H](C1)O)(CO)CC)=O